lithium thiophosphate thiogermanate [GeH](=S)[O-].P(=S)(O)(O)O.[Li+]